2-{[4-(4-amino-3-fluorophenyl)-1-oxo-2,3-dihydro-1H-isoindol-2-yl]methyl}prop-2-enenitrile NC1=C(C=C(C=C1)C1=C2CN(C(C2=CC=C1)=O)CC(C#N)=C)F